ClC1=CC(=C(COC2=CC=C3CCN(CC3=C2)CC2=NC3=C(N2C[C@H]2OCC2)C=C(C=C3)C(=O)O)C=C1)F (S)-2-((7-((4-chloro-2-fluorobenzyl)oxy)-3,4-dihydroisoquinolin-2(1H)-yl)methyl)-1-((oxetan-2-yl)methyl)-1H-benzo[d]imidazole-6-carboxylic acid